ClC1=C(C=CC=C1)C1OP(OCC1(C)C)(O)=O (+)-4-(2-chlorophenyl)-5,5-dimethyl-2-hydroxy-1,3,2-dioxaphosphinane 2-oxide